C1(OC(C23C14CCCCC41C3(C(OC1=O)=O)CCCC2)=O)=O octahydro-1H,3H,8H,10H-biphenyleno[4a,4b-c:8a,8b-c']difuran-1,3,8,10-tetraone